NC=1SC2=C(C1C#N)C(=CC=C2F)C2=C(C=C1C(=NC(=NC1=C2F)OC[C@H]2N(CCC2)C)N2CCN(CC2)C(C(F)(F)F)=O)Cl 2-Amino-4-[6-chloro-8-fluoro-2-[[(2S)-1-methylpyrrolidin-2-yl]methoxy]-4-[4-(2,2,2-trifluoroacetyl)piperazin-1-yl]quinazolin-7-yl]-7-fluoro-benzothiophene-3-carbonitrile